C(C)(=O)OCC(COC1=CC=C(C=C1)C(C)(C)C1=CC=C(C=C1)OCC(COC(C)=O)Cl)OC(C)=O 3-(4-(2-(4-(3-acetoxy-2-chloropropoxy)phenyl)propan-2-yl)phenoxy)propane-1,2-diyl diacetate